1-dodecanoyl-2-(9Z-hexadecenoyl)-glycero-3-phosphocholine CCCCCCCCCCCC(=O)OC[C@H](COP(=O)([O-])OCC[N+](C)(C)C)OC(=O)CCCCCCC/C=C\CCCCCC